CN1C=NC2=C1C=NC(=C2)C(F)(F)F 3-Methyl-6-(trifluoromethyl)-3H-imidazo[4,5-c]pyridine